C1(CC1)CN1C(C=C(C2=CC(=CC=C12)[N+](=O)[O-])NC(C)C1=NC=CC=N1)=O 1-(cyclopropylmethyl)-6-nitro-4-((1-(pyrimidin-2-yl)ethyl)amino)quinolin-2(1H)-one